C(C)(=O)C=1N(N=C2N=C(C=CC21)C2=C(C=C(C=C2C)C(F)(F)F)O)C[C@@H]2CC(N(C2)C2CC2)=O |r| (R and S)-4-((3-acetyl-6-(2-hydroxy-6-methyl-4-(trifluoromethyl)-phenyl)-2H-pyrazolo[3,4-b]pyridin-2-yl)-methyl)-1-cyclopropyl-pyrrolidin-2-one